tert-butyl (2R,5S)-5-[[2-(4-chloro-3-fluoro-phenoxy)acetyl] amino]-2-[methoxy(methyl)carbamoyl]piperidine-1-carboxylate ClC1=C(C=C(OCC(=O)N[C@H]2CC[C@@H](N(C2)C(=O)OC(C)(C)C)C(N(C)OC)=O)C=C1)F